N1CN=CC2=C1C=CC2 Dihydro-5H-cyclopentapyrimidine